lithium-calcium-tin [Sn].[Ca].[Li]